BrC=1C(=NN(C1C=1C=NC(=CC1)F)C1=C(C=CC=C1)F)O[C@H](C(=O)OCC)OCC |r| ethyl (2RS)-{[4-bromo-1-(2-fluorophenyl)-5-(6-fluoropyridin-3-yl)-1H-pyrazol-3-yl]oxy}(ethoxy)acetate